(R)-3-(trifluoromethyl)-6,6a,7,8,9,10-hexahydro-12H-pyrazino[2,1-c]pyrido[2,3-f][1,4]oxazepine-12-one FC(C1=CC2=C(C(N3[C@@H](CO2)CNCC3)=O)N=C1)(F)F